(S)-2-((1-((4,4-dimethylcyclohexyl)amino)-1-oxopropan-2-yl)carbamoyl)-4-methoxypyridin-3-yl acetate C(C)(=O)OC=1C(=NC=CC1OC)C(N[C@H](C(=O)NC1CCC(CC1)(C)C)C)=O